BrC=1C=C(C=C(C1)Br)CC=O 3,5-dibromophenylacetaldehyde